C(=O)(OCC1C2=CC=CC=C2C2=CC=CC=C12)N[C@H](CC1=CC(=C(C=C1)O)I)C(=O)O Fmoc-3-Iodo-D-tyrosin